[Cl-].[Cl-].C[Si](=[Zr+2](C1C=CC2=CC=CC=C12)C1(C(=C(C(=C1)C)C)C)C)C Dimethylsilylene(tetramethylcyclopentadienyl)(indenyl)zirconium dichloride